OC[C@@H]1N(CCN(C1)C1=CC=C(C=C1)[N+](=O)[O-])C(=O)OC(C)(C)C tert-butyl (R)-2-(hydroxymethyl)-4-(4-nitrophenyl)piperazine-1-carboxylate